(5-methyl-1,2,4-oxadiazol-3-yl)-4-phenylisoindoline-2-carbonitrile CC1=NC(=NO1)C1N(CC2=C(C=CC=C12)C1=CC=CC=C1)C#N